Cl.N[C@H](C(=O)NC1=CC=C2C=NN(C2=C1)C=1C=C(C=CC1)C)[C@@H](C)O (2S,3R)-2-amino-3-hydroxy-N-(1-(m-tolyl)-1H-indazol-6-yl)butanamide hydrochloride